OC1=C2[C@H]3[C@H](C(OC2=CC(=C1)C(C(=O)O)(C)C)(C)C)CCC(C3)=O 2-((6aR,10aR)-6a,7,8,9,10,10a-hexahydro-1-hydroxy-6,6-dimethyl-9-oxo-6H-benzo[c]chromen-3-yl)-2-methylpropanoic acid